2-(4-chloro-benzyl)-7-methyl-5-[3-(2-methyl-piperazin-1-ylmethyl)-[1,2,4]oxadiazol-5-yl]-2,3-dihydro-isoindol-1-one ClC1=CC=C(CN2C(C3=C(C=C(C=C3C2)C2=NC(=NO2)CN2C(CNCC2)C)C)=O)C=C1